C(C)(C)(C)C=1C(=C(C=C(C1)OC)C1=C(C(=CC(=C1)OC)C(C)(C)C)OP1OC2=C(C3=C(O1)C=CC=C3)C=CC=C2)OP2OC3=C(C1=C(O2)C=CC=C1)C=CC=C3 6,6'-[(3,3'-di-tert-butyl-5,5'-dimethoxy-[1,1'-biphenyl]-2,2'-diyl)bis(oxy)]bis(6H-dibenzo[d,f][1,3,2]dioxaphosphepine)